1-(2-methoxy-5-((5-fluoro-3-methyl-1H-indol-2-yl)sulfonyl)phenyl)-4-(2,2,2-trichloroacetyl)piperazine 1-oxide COC1=C(C=C(C=C1)S(=O)(=O)C=1NC2=CC=C(C=C2C1C)F)[N+]1(CCN(CC1)C(C(Cl)(Cl)Cl)=O)[O-]